BrC1=C(C=C(C(=O)N2CC=3N(CC2)C(N(C3C(=O)N[C@H](C)C3=CC=C(C=C3)C#N)C3=CC=C(C=C3)OC(C)C)=O)C=C1)Cl |r| 7-(4-bromo-3-chloro-benzoyl)-2-(4-isopropoxyphenyl)-3-oxo-N-[rac-(1R)-1-(4-cyanophenyl)ethyl]-6,8-dihydro-5H-imidazo[1,5-a]pyrazine-1-carboxamide